1-Azabicyclo[3.2.2]nonan-4-yl (2-(4'-(2-(1H-1,2,3-triazol-4-yl)ethyl)-[1,1'-biphenyl]-4-yl)propan-2-yl)carbamate N1N=NC(=C1)CCC1=CC=C(C=C1)C1=CC=C(C=C1)C(C)(C)NC(OC1CCN2CCC1CC2)=O